OCCOC1=CC=C2C(=CC(OC2=C1)=O)C1=C(C=CC=C1)C 7-(2-hydroxyethoxy)-4-(o-tolyl)-2H-chromen-2-one